ClC=1C=C(C#N)C=C(C1)[C@H](CN1C[C@H]([C@@H](C1)C)COC1=CC=C(C=C1)S(=O)(=O)C)C 3-chloro-5-[(2R)-1-[(3s,4s)-3-[(4-methylsulfonylphenoxy)methyl]-4-methylpyrrolidin-1-yl]propan-2-yl]benzonitrile